3-(3-Bromophenoxy)-4-(dimethylamino)but-3-en-2-one BrC=1C=C(OC(C(C)=O)=CN(C)C)C=CC1